FC=1C=2N(C=C(C1)C1=CNC=3N=CN=CC31)C=C(N2)C 5-(8-fluoro-2-methylimidazo[1,2-a]pyridin-6-yl)-7H-pyrrolo[2,3-d]pyrimidine